ClC1=C(C=CC(=C1)Cl)C[C@@H](C[C@H]([C@@H](C(C)(C)C)O)N1N=CNC1=S)C [(2S,4R,5R)-1-(2,4-dichlorophenyl)-5-hydroxy-2,6,6-trimethylheptan-4-yl]-2,4-dihydro-3H-1,2,4-triazole-3-thione